2-(2-(ethylsulfanyl)pyrazolo[1,5-a]pyrimidin-3-yl)-3-methyl-6-(trifluoromethyl)-3H-imidazo[4,5-b]pyridine C(C)SC1=NN2C(N=CC=C2)=C1C1=NC=2C(=NC=C(C2)C(F)(F)F)N1C